tert-butyl (5-((2,6-difluoro-3,5-dimethoxybenzyl)oxy)pyridin-2-yl)carbamate FC1=C(COC=2C=CC(=NC2)NC(OC(C)(C)C)=O)C(=C(C=C1OC)OC)F